5-(4-bromophenyl)-1,2,3-trifluoro-benzene BrC1=CC=C(C=C1)C=1C=C(C(=C(C1)F)F)F